C(C=C)(=O)OCCNC(=O)OC(COCC)COCC 2-((((1,3-diethoxy Propan-2-yl)oxy)carbonyl)amino)ethyl acrylate